BrC=1C=NC2=C(OC(CN2C2=CC(=C(C=C2)Cl)F)(C)C)N1 7-bromo-4-(4-chloro-3-fluorophenyl)-2,2-dimethyl-3,4-dihydro-2H-pyrazino[2,3-b][1,4]oxazine